COC=1C=C(C=CC1OC)[C@@H](C)NC(\C=C\C1=CNC2=NC=CC(=C21)C2=CC(=CC=C2)NS(=O)(=O)C)=O (R,E)-N-(1-(3,4-dimethoxyphenyl)ethyl)-3-(4-(3-(methylsulfonamido)phenyl)-1H-pyrrolo[2,3-b]pyridin-3-yl)acrylamide